3-Amino-6-chloro-4-[7-(trifluoromethyl)-1H-indazol-4-yl]-1H-quinolin-2-one NC=1C(NC2=CC=C(C=C2C1C1=C2C=NNC2=C(C=C1)C(F)(F)F)Cl)=O